C(C)(C)(C)OC(=O)N[C@@H](CO)C(=O)[O-] (tert-butoxycarbonyl)-Z-serinate